hex-1-en-2-ylcyclohexane C=C(CCCC)C1CCCCC1